(5E)-6,10-dimethylundeca-5,9-dien-2-ol C\C(=C/CCC(C)O)\CCC=C(C)C